COC(=O)[C@@H]1N(C[C@@H](C1)O)C(=O)OC(C)(C)C N-Boc-(2R,4R)-4-hydroxy-2-pyrrolidinecarboxylic acid methyl ester